Cl.OC1=C(C=C(C=C1)NC(C1=CC=C(C=C1)CN1CCNCC1)=O)S(=O)(=O)C N-(4-hydroxy-3-(methylsulfonyl)phenyl)-4-(piperazin-1-ylmethyl)benzamide hydrochloride